[O-2].[O-2].[Ti+4].[Fe+2] iron-titanium dioxide